(R)-3-(isoquinolin-4-yl)-1-(2-methoxy-6-(trifluoromethyl)pyridin-3-yl)-2-oxoimidazolidine-4-carbonitrile C1=NC=C(C2=CC=CC=C12)N1C(N(C[C@@H]1C#N)C=1C(=NC(=CC1)C(F)(F)F)OC)=O